N-(8-bromo-5-methyl-4-oxo-2,3,4,5-tetrahydropyrido[3,2-b][1,4]Oxazepin-3-yl)-4-phenoxypicolinamide BrC1=CC=2OCC(C(N(C2N=C1)C)=O)NC(C1=NC=CC(=C1)OC1=CC=CC=C1)=O